5-(4-((2,4-dioxo-1,2,3,4-tetrahydroquinazolin-7-yl)methyl)piperazin-1-yl)-6-fluoro-N-methylpicolinamide O=C1NC2=CC(=CC=C2C(N1)=O)CN1CCN(CC1)C=1C=CC(=NC1F)C(=O)NC